N1C=CC=2C1=NC=C(C2)OC2=C(C(=O)NS(=O)(=O)C1=CC(=C(C=C1)NCC1CCOCC1)[N+](=O)[O-])C=CC(=C2)C2CCC(CC2)N2C(CCC2)C2=CC(=CC=C2)C2CC2 2-((1H-pyrrolo[2,3-b]pyridin-5-yl)oxy)-4-(4-(2-(3-cyclopropylphenyl)pyrrolidin-1-yl)cyclohexyl)-N-((3-nitro-4-(((tetrahydro-2H-pyran-4-yl)methyl)amino)phenyl)sulfonyl)benzamide